C(CCC)C1C(=NN(C1(C(=O)NCC1CCCCC1)C)C1=CC=CC=C1)C1=CC=C(C=C1)F 4-butyl-N-(cyclohexylmethyl)-3-(4-fluorophenyl)-5-methyl-1-phenyl-4,5-dihydro-1H-pyrazole-5-carboxamide